pyridine-3,6(5H)-dicarboxylic acid 6-(tert-butyl) 3-ethyl ester C(C)OC(=O)C1=CN=C(CC1)C(=O)OC(C)(C)C